Methyl 1-(2-(tert-butoxycarbonyl(2-hydroxyethyl)amino)ethyl)-1H-1,2,4-triazole-3-carboxylate C(C)(C)(C)OC(=O)N(CCN1N=C(N=C1)C(=O)OC)CCO